2-((2-methyl-6-(1-(trifluoromethyl)cyclopropyl)-1,4-dihydropyridin-3-yl)sulfonyl)-6-((tetrahydro-2H-pyran-4-yl)methyl)-2,6-diazaspiro[3.3]heptane CC=1NC(=CCC1S(=O)(=O)N1CC2(C1)CN(C2)CC2CCOCC2)C2(CC2)C(F)(F)F